(3-methyl-4,5,6,7-tetrahydro-1H-indol-6-yl)methanol CC1=CNC=2CC(CCC12)CO